5-((4-ethylphenyl)(methyl)amino)isoindolin C(C)C1=CC=C(C=C1)N(C=1C=C2CNCC2=CC1)C